5-(chloromethyl)-4-cyclopropyl-1-(2,6-dichloro-4-fluorophenyl)-1H-pyrazole ClCC1=C(C=NN1C1=C(C=C(C=C1Cl)F)Cl)C1CC1